ONC=NC1=NC=CC(=C1)OC1=CC=C(C=C1)[N+](=O)[O-] N-hydroxy-N'-(4-(4-nitrophenoxy)pyridin-2-yl)formimidamide